(2-ethyl-2H-1,2,3-triazol-4-yl)glycine C(C)N1N=CC(=N1)NCC(=O)O